COC(CC1=CC=NN1)=O.CC1=CC=C(C=C1)N1N=C(C=C1)CC(=O)OC methyl 2-[1-(4-methylphenyl)-1H-pyrazol-3-yl]acetate Methyl-2-(1H-pyrazol-5-yl)acetate